N,N-diethyl-3-fluoro-5-methylbenzamide C(C)N(C(C1=CC(=CC(=C1)C)F)=O)CC